1-(8,9-difluoro-5-methyl-6-oxo-1,4,5,6-tetrahydro-2H-pyrano[3,4-c]isoquinolin-1-yl)-3-(3-(difluoromethyl)-4-fluorophenyl)-1-methylurea FC=1C(=CC=2C3=C(N(C(C2C1)=O)C)COCC3N(C(=O)NC3=CC(=C(C=C3)F)C(F)F)C)F